COC(=O)C=1C=CC2=C(SCCC=C2B2OC(C(O2)(C)C)(C)C)C1.BrC1=CC(=C(C(=O)NCC=2OC(=NN2)C=2SC=CC2)C=C1)OC 4-bromo-2-methoxy-N-((5-(thiophen-2-yl)-1,3,4-oxadiazol-2-yl)methyl)benzamide methyl-5-(4,4,5,5-tetramethyl-1,3,2-dioxaborolan-2-yl)-2,3-dihydrobenzo[b]thiepine-8-carboxylate